(1-bromo-6,7-dihydro-4H-thieno[3,4-c]pyran-4-yl)methanamine BrC=1SC=C2C(OCCC21)CN